BrC=1C=C(C=C(C1)[N+](=O)[O-])NC1=NC(=NC=C1C1=CC=C(C=C1)C(F)(F)F)NC=1C=NN(C1)C N4-(3-bromo-5-nitrophenyl)-N2-(1-methyl-1H-pyrazol-4-yl)-5-[4-(trifluoromethyl)phenyl]pyrimidine-2,4-diamine